N1=C(C=CC=C1)C(CCC)O pyridylbutanol